ClC1=CC(=C2C(=CN(C2=C1Cl)C=1N=NN(C1)CCO)C=1C=NNC1)NC(C)=O N-[6,7-Dichloro-1-[1-(2-hydroxyethyl)triazol-4-yl]-3-(1H-pyrazol-4-yl)indol-4-yl]acetamide